diethyl 4-methylcyclohex-4-ene-1,2-dicarboxylate CC=1CC(C(CC1)C(=O)OCC)C(=O)OCC